(4-methoxybenzyl)-2-[3-(prop-2-yl)benzyl]morpholin-3-one Natrium (S)-3-(2',4'-Difluorobiphenyl-3-yl)-3-(3-(1-methyl-4-oxido-2-oxo-1,2-dihydro-1,8-naphthyridin-3-yl)ureido)propanoat FC1=C(C=CC(=C1)F)C1=CC(=CC=C1)[C@H](CC(=O)[O-])NC(=O)NC=1C(N(C2=NC=CC=C2C1[O-])C)=O.[Na+].COC1=CC=C(CN2C(C(OCC2)CC2=CC(=CC=C2)C(C)C)=O)C=C1.[Na+]